N-(2,3-dihydro-1H-inden-2-yl)-5-iodopyrimidin-2-amine C1C(CC2=CC=CC=C12)NC1=NC=C(C=N1)I